FC1=C2C=CN(C2=C(C=C1)C(=O)NC1CC2(CCC2)C1)CC1=CC=C(C=C1)C1=C(C=CC=C1)OC (Ra)-6-(4-Fluoro-1-((2'-methoxy-[1,1'-biphenyl]-4-yl)methyl)-1H-indol-7-carboxamido)-spiro[3.3]heptan